C1(CC1)C=1C=C(OC1)B(O)O 4-(CYCLOPROPYL)FURAN-2-BORONIC ACID